ClC1=C(C=CC(=C1)SCC)C(C1=CC=C(CCC2CCN(CC2)C(=O)OC(C)(C)C)C=C1)(F)F tert-butyl 4-(4-((2-chloro-4-(ethylthio)phenyl)difluoromethyl)phenethyl)piperidine-1-carboxylate